FC=1C=C(COC2CC(C2)NC(OC(C)(C)C)=O)C=CC1C(F)(F)F tert-butyl ((1r,3r)-3-((3-fluoro-4-(trifluoromethyl)benzyl)oxy)cyclobutyl)carbamate